(S)-N-methyl-3-(oxiran-2-ylmethoxy)benzenesulfonamide CNS(=O)(=O)C1=CC(=CC=C1)OC[C@H]1OC1